methyl-N-butyl-pyridine tetrafluoroborate F[B-](F)(F)F.CC1N(C=CC=C1)CCCC